BrC=1C=C2C(C(=COC2=CC1)C=O)=O 6-bromochromone-3-formaldehyde